C1(CC1)C=1N=NSC1CN1CC2(CN(C2)C(=O)N2CC3(C2)CC(C3)C3=NC(=NN3)C3CC3)C1 [6-[(4-cyclopropylthiadiazol-5-yl)methyl]-2,6-diazaspiro[3.3]heptan-2-yl]-[6-(3-cyclopropyl-1H-1,2,4-triazol-5-yl)-2-azaspiro[3.3]heptan-2-yl]methanone